4-(6-chloro-2-(((S)-1-methylpyrrolidin-2-yl)methoxy)-7-(5,6,7,8-Tetrahydronaphthalen-1-yl)quinazolin-4-yl)-2-(cyanomethyl)piperazine-1-carboxylic acid ClC=1C=C2C(=NC(=NC2=CC1C1=CC=CC=2CCCCC12)OC[C@H]1N(CCC1)C)N1CC(N(CC1)C(=O)O)CC#N